4-(2-(6-(2,5-difluorophenyl)-1,1-dioxido-1,2,6-thiadiazinan-2-yl)acetamido)adamantan-1-carboxamide FC1=C(C=C(C=C1)F)N1CCCN(S1(=O)=O)CC(=O)NC1C2CC3(CC(CC1C3)C2)C(=O)N